ClC1=C(C=2N=C(N=C(C2C=N1)N1[C@H](CN(CC1)C(=O)OC(C)(C)C)C)SC)F tert-butyl (S)-4-(7-chloro-8-fluoro-2-(methylthio)pyrido[4,3-d]pyrimidin-4-yl)-3-methylpiperazine-1-carboxylate